(1r,4r)-4-(but-2,3-dienamidomethyl)cyclohexane-1-carboxylic acid pentafluorophenyl ester FC1=C(C(=C(C(=C1OC(=O)C1CCC(CC1)CNC(C=C=C)=O)F)F)F)F